[5-chloro-6-(2H-1,2,3-triazol-2-yl)-1H-pyrrolo[2,3-b]pyridin-3-yl][1-(8-fluoroisoquinolin-4-yl)-5-(trifluoromethyl)-1H-pyrazol-4-yl]methanone ClC=1C=C2C(=NC1N1N=CC=N1)NC=C2C(=O)C=2C=NN(C2C(F)(F)F)C2=CN=CC1=C(C=CC=C21)F